5-Propyl-2-[(2E)-2,3,7-trimethylocta-2,6-dienyl]benzene-1,3-diol C(CC)C=1C=C(C(=C(C1)O)C\C(=C(\CCC=C(C)C)/C)\C)O